COC=1C=C(C=C(C1OC)OC)C#CCO 3-(3,4,5-trimethoxy-phenyl)prop-2-yn-1-ol